methyl 2-(4-piperidyl)acetate hydrochloride Cl.N1CCC(CC1)CC(=O)OC